C(CCCCCCCCCCCCCCC(C)C)(=O)[O-].C(CCCCCCCCCCCCCCC(C)C)(=O)[O-].C(CCCCCCCCCCCCCCC(C)C)(=O)[O-].[Ti+3] Titanium Triisostearat